6-((4-(2-oxo-2-(pyridin-3-ylamino)ethyl)phenyl)ethynyl)-[1,1'-biphenyl]-2-carboxylic acid methyl ester COC(=O)C=1C(=C(C=CC1)C#CC1=CC=C(C=C1)CC(NC=1C=NC=CC1)=O)C1=CC=CC=C1